2-(N-[4-Amino-5-[4-(2-amino-1-methyl-2-oxoethoxy)benzoyl]thiazol-2-yl]-4-fluoroanilino)propanamid NC=1N=C(SC1C(C1=CC=C(C=C1)OC(C(=O)N)C)=O)N(C1=CC=C(C=C1)F)C(C(=O)N)C